2-(4-(2-(5-amino-7-methoxy-[1,2,4]triazolo[1,5-c]quinazolin-2-yl)ethoxy)phenyl)-1,1,1,3,3,3-hexafluoropropan-2-ol NC1=NC=2C(=CC=CC2C=2N1N=C(N2)CCOC2=CC=C(C=C2)C(C(F)(F)F)(C(F)(F)F)O)OC